4-(2,6-difluorobenzyl)-2-(4-((3,5-dimethyl-2-oxo-2,3-dihydro-1H-imidazol-1-yl)methyl)phenyl)-2,4-dihydro-3H-1,2,4-triazol-3-one FC1=C(CN2C(N(N=C2)C2=CC=C(C=C2)CN2C(N(C=C2C)C)=O)=O)C(=CC=C1)F